N1=CC=C(C=C1)CNC(=O)[C@@H]1CN(CC[C@H]1NC(=O)C1=NOC(=C1)C1=C(C=C(C=C1)F)F)C1CCCCC1 (3R,4R)-1-cyclohexyl-4-{[5-(2,4-difluoro-phenyl)-isoxazole-3-carbonyl]-amino}-piperidine-3-carboxylic acid (pyridin-4-ylmethyl)-amide